dichlorophenylenebisnaphthalenecarbamide ClC1=C(C(=C(C2=CC=CC=C12)C(=O)N)C1=C(C=CC=C1)C1=C(C2=CC=CC=C2C=C1)C(=O)N)Cl